COC=1C=C(COC=2C=C3C(=CC(=NC3=CC2)C(=O)N2CCC(CC2)(C#N)C2=CC=CC=C2)C(=O)N2CCCCC2)C=CC1 1-(6-((3-methoxybenzyl)oxy)-4-(piperidine-1-carbonyl)quinoline-2-carbonyl)-4-phenyl-piperidine-4-carbonitrile